ClC=1SC(=C(N1)Cl)[C@@H]1[C@H](OC(O1)(C)C)CO ((4R,5S)-5-(2,4-Dichlorothiazol-5-yl)-2,2-dimethyl-1,3-dioxolan-4-yl)methanol